C(C)(C)C1=C(C=CC=C1)C1N(CCC1)C1=CC=C(C=C1)C1=CC=C(C=C1)C(=O)N 4'-(2-(2-isopropylphenyl)pyrrolidin-1-yl)-[1,1'-biphenyl]-4-carboxamide